tert-Butyl N-(2-benzyloxy-1,1-dimethyl-pent-4-enyl)carbamate C(C1=CC=CC=C1)OC(C(C)(C)NC(OC(C)(C)C)=O)CC=C